4-(oxetan-3-yloxy)-2-(((1R,3S)-3-(1-(2,2,2-trifluoroethyl)-1H-1,2,4-triazol-3-yl)cyclohexyl)amino)pyrimidine-5-carbonitrile O1CC(C1)OC1=NC(=NC=C1C#N)N[C@H]1C[C@H](CCC1)C1=NN(C=N1)CC(F)(F)F